CC1N(C(C1)C)C(=O)OC1CCCC1 cyclopentyl 2,4-dimethylazetidine-1-carboxylate